3-benzyl 8-(tert-butyl) (1S,2S,5R)-2-(oxiran-2-yl)-3,8-diazabicyclo[3.2.1]octane-3,8-dicarboxylate O1C(C1)[C@@H]1[C@@H]2CC[C@H](CN1C(=O)OCC1=CC=CC=C1)N2C(=O)OC(C)(C)C